C1(CC1)C=1N=NN(C1)[C@H](C(=O)N1[C@@H](C[C@H](C1)O)C(=O)NC(CC1=NC=CN=C1)C)C(C)(C)C (2S,4R)-1-[(2S)-2-(4-cyclopropyltriazol-1-yl)-3,3-dimethyl-butanoyl]-4-hydroxy-N-(1-methyl-2-pyrazin-2-yl-ethyl)pyrrolidine-2-carboxamide